3-methyl-1H-pyrazol-4-amine CC1=NNC=C1N